imidazolyl-sulfonate (imidazolesulfonate) N1C(=NC=C1)S(=O)(=O)O.N1C(=NC=C1)S(=O)(=O)O